ClC1=CC=C(C=C1)C1N=C(CC1)SC 2-(4-chlorophenyl)-5-(methylsulfanyl)-3,4-dihydro-2H-pyrrole